FC(C=1C=C(C=C(C1)C(F)(F)F)C1=NC2=C(N1)C=CC(=C2)N)(F)F 2-(3,5-bis(trifluoromethyl)phenyl)-1H-benzo[d]imidazol-5-amine